ClC1(C(C1C1=CC(=CC=C1)I)C(=O)N)Cl 2,2-dichloro-3-(3-iodophenyl)cyclopropane-1-carboxamide